C(C)(C)(C)N1N=C(C=C1N)C(C)(C)C 1,3-di-tert-butyl-1H-pyrazole-5-amine